(E)-1-(2,4-Dichlorophenyl)-3-(3-hydroxyphenyl)prop-2-en-1-one ClC1=C(C=CC(=C1)Cl)C(\C=C\C1=CC(=CC=C1)O)=O